monoPhenanthroline europium (III) [Eu+3].N1=CC=CC2=CC=C3C=CC=NC3=C12